C1(CC1)C1=CC(=CC(=N1)N1C=NC2=C(C1=O)NC(=C2)CN2C[C@H](OCC2)C)C2=C(C=C(C=C2)F)C=2N=NC=CC2C 3-[6-cyclopropyl-4-[4-fluoro-2-(4-methylpyridazin-3-yl)phenyl]pyridin-2-yl]-6-[[(2R)-2-methylmorpholin-4-yl]methyl]-5H-pyrrolo[3,2-d]pyrimidin-4-one